N-(1-(fluoromethyl)cyclopropyl)-2-(methylsulfonyl)acetamide FCC1(CC1)NC(CS(=O)(=O)C)=O